C(C1=CC=CC=C1)N1C2=C(C3=CC=C(C=C13)Br)C1=C(O2)C(C2=CC=CC=C2C1=O)=O 5-benzyl-3-bromo-5H-naphtho[2',3':4,5]furo[2,3-b]indole-7,12-dione